NC(COC=1C=CC(=C(C(=O)NC2(CC2)C2=CC=CC3=CC=CC=C23)C1)C)=O 5-(2-Amino-2-oxoethoxy)-2-methyl-N-(1-(naphthalen-1-yl)cyclopropyl)benzamide